COC=1C=C2CC(C(C2=CC1OC)=O)C\C=C\C1=CC=CC=C1 5,6-dimethoxy-2-((E)-3-phenylallyl)-2,3-dihydro-1H-indene-1-one